NCC1CCN(CC1)C(C)=O 1-[4-(aminomethyl)-1-piperidinyl]ethanone